palladium(II) cyanide [Pd](C#N)C#N